(1-methyl-piperazin-2-yl)methanol CN1C(CNCC1)CO